CC1=NN=C2N1C=CC(=C2)/C=C/C(=O)OCC Ethyl (E)-3-(3-methyl-[1,2,4]triazolo[4,3-a]pyridin-7-yl)acrylate